FC1=C(C=C(C=C1)C=1C=C2C(=NC1)C=NN2CC=2C=NC(=CC2)F)C 6-(4-Fluoro-3-methyl-phenyl)-1-[(6-fluoro-3-pyridyl)methyl]pyrazolo[4,3-b]pyridine